CN1CCC(CC1)NC(CN1N=C2C=C(C=CC2=C1)C=1C=C(C=CC1)NC(C=C)=O)=O N-[3-[2-[2-[(1-methyl-4-piperidyl)amino]-2-oxo-ethyl]indazol-6-yl]phenyl]prop-2-enamide